NCCN(CCC)C1=C(C=2CCCCC2C=C1)O ((2-aminoethyl)(propyl)amino)-5,6,7,8-tetrahydronaphthalen-1-ol